COC(=O)C1=CC2=C(N=C(C(N2C2=CC(=C(C=C2)C)OC2=CC=CC=C2)=O)N)S1 Methyl-3-amino-1-(4-methyl-3-phenoxyphenyl)-2-oxo-1,2-dihydrothieno[2,3-b]pyrazine-6-carboxylate